C(C)(C)(C)OC(NCC1=CC=C(C=C1)C1=NN(N=C1)C)=O N-{[4-(2-methyl-2H-1,2,3-triazol-4-yl)phenyl]Methyl}carbamic acid tert-butyl ester